Tetradecyldimethyl-(ethylbenzyl)ammonium chloride [Cl-].C(CCCCCCCCCCCCC)[N+](C(C1=CC=CC=C1)CC)(C)C